2-[[4-(4-Fluorophenyl)-5-(furan-2-yl)-4H-1,2,4-triazol-3-yl]sulfanyl]-N'-[(4-cyanophenyl)methylidene]acetohydrazide FC1=CC=C(C=C1)N1C(=NN=C1C=1OC=CC1)SCC(=O)NN=CC1=CC=C(C=C1)C#N